COC=1C=C(C(=O)N2[C@@H](CCC2)C(=O)NC2=CC=CC=C2)C=CC1N1C=NC(=C1)C (S)-1-(3-methoxy-4-(4-methyl-1H-imidazol-1-yl)benzoyl)-N-phenylpyrrolidine-2-carboxamide